(R)-(1,3-dimethyl-azetidin-3-yl)-(4-isopropyl-phenyl)-{5-[5-(tetrahydro-pyran-4-yl)-Azol-2-yl]-pyridin-3-yl}-methanol CN1CC(C1)(C)[C@@](O)(C=1C=NC=C(C1)C=1NC(=CC1)C1CCOCC1)C1=CC=C(C=C1)C(C)C